FC=1C=C(C=2C3=C(N(C2C1)CC1=CC=C(CP(O)(O)=O)C=C1)C(=NC(=N3)C)C)F (4-((7,9-difluoro-2,4-dimethyl-5H-pyrimido[5,4-b]indol-5-yl)methyl)benzyl)phosphonic acid